(2S)-N-[5-[3-[3-[[(2S)-2-amino-5-(diaminomethylideneamino)pentanoyl]amino]propylamino]propylamino]pentyl]-2-[[2-(2,4-dihydroxyphenyl)acetyl]amino]butanediamide N[C@H](C(=O)NCCCNCCCNCCCCCNC([C@H](CC(=O)N)NC(CC1=C(C=C(C=C1)O)O)=O)=O)CCCN=C(N)N